C(=O)O.FC(CN1N=C(C(=C1)C1=CN=C2N1C=CN=C2NC2=CC(=C(C=C2)C(=O)N2CC1(CCN1)C2)CC)C(F)(F)F)F (4-((3-(1-(2,2-difluoroethyl)-3-(trifluoromethyl)-1H-pyrazol-4-yl)imidazo[1,2-a]pyrazin-8-yl)amino)-2-ethylphenyl)(1,6-diazaspiro[3.3]heptan-6-yl)methanone formate